Cl.C(C)(C)OC([C@H](C)N)=O (S)-isopropyl-2-aminopropionate hydrochloride